C12CN(CC2C1)C1=CC=C(C=C1)[C@H](C)N1N=CC2=C(C=CC(=C12)C(=O)N)C#CC 1-((1S)-1-(4-(3-Azabicyclo[3.1.0]hexane-3-yl)phenyl)ethyl)-4-(propane-1-yne-1-yl)-1H-indazole-7-carboxamide